ClC1=C(C=CC(=C1)Cl)[C@@H](C)NC1=CC(=NN(C1=O)C)N1CC(C1)[C@@H]1CN(CCC1)C1CC(C1)(C(=O)O)C (1R,3r)-3-((R)-3-(1-(5-(((R)-1-(2,4-dichlorophenyl)ethyl)amino)-1-methyl-6-oxo-1,6-dihydropyridazin-3-yl)azetidin-3-yl)piperidin-1-yl)-1-methylcyclobutane-1-carboxylic acid